[Cl-].C(C(=C)C)(=O)NCCC[N+](C)(C)CCCCCCCCCCCC 3-(Methacryloylamino)propyl-lauryl-dimethylammonium chlorid